FC1(C(OC(C(OC(C(C1(F)F)(F)F)(F)F)(C(F)(F)F)F)(F)F)(F)F)F perfluoro(5-methyl-3,6-dioxonane)